N-(bicyclo[1.1.1]pentan-1-yl)-4-methoxy-6-(4-methoxyphenyl)-1-(2-morpholinoethyl)-2-oxo-1,2-dihydro-1,8-naphthyridine-3-carboxamide C12(CC(C1)C2)NC(=O)C=2C(N(C1=NC=C(C=C1C2OC)C2=CC=C(C=C2)OC)CCN2CCOCC2)=O